Cl.C1(CC1)N1CCC(CC1)N(C=1SC2=C(N1)SC(=N2)C2=NC=C(C=C2O)C=2C=NNC2)C 2-{5-[(1-cyclopropylpiperidin-4-yl)(methyl)amino][1,3]thiazolo[5,4-d][1,3]thiazol-2-yl}-5-(1H-pyrazol-4-yl)pyridin-3-ol hydrochloride